FC=1C(=C(C=CC1F)[C@H]1[C@@H](OC(O1)C1=CC(=CC=C1)OC)C(=O)O)OC |r| rac-(4R,5S)-5-(3,4-difluoro-2-methoxyphenyl)-2-(3-methoxyphenyl)-1,3-dioxolane-4-carboxylic acid